(8R,9S,13S,14S)-3-hydroxy-13-methyl-6,7,8,9,11,12,13,14,15,16-decahydro-17H-cyclopenta[a]phenanthren-17-one-2,4,16-d3 OC=1C(=CC=2[C@H]3CC[C@@]4(C(C(C[C@H]4[C@@H]3CCC2C1[2H])[2H])=O)C)[2H]